3-(4-(((1H-indazol-5-yl)amino)pyrimidin-2-yl)phenyl)acrylic acid N1N=CC2=CC(=CC=C12)NC1=NC(=NC=C1)C1=CC=C(C=C1)C=CC(=O)O